(2R,4S)-2-((benzyloxy)methyl)-4-((tert-butoxycarbonyl)amino)glutaric acid dimethyl ester COC([C@H](C[C@@H](C(=O)OC)NC(=O)OC(C)(C)C)COCC1=CC=CC=C1)=O